2-(o-tolyl)-1,3,2-dioxaborinane C1(=C(C=CC=C1)B1OCCCO1)C